OC1CCN(CC1)C1=CC=C(S1)C=C1C(=NOC1=O)C1=CC=CC=C1 4-((5-(4-hydroxypiperidin-1-yl)thiophen-2-yl)methylene)-3-phenylisoxazol-5(4H)-one